3-fluoro-4-[2-isopropyl-1-(2-trimethylsilylethoxymethyl)pyrrolo[2,3-b]pyridin-4-yl]oxy-aniline FC=1C=C(N)C=CC1OC1=C2C(=NC=C1)N(C(=C2)C(C)C)COCC[Si](C)(C)C